5-fluoro-3-methanesulfonyl-4,4-dimethoxy-1-(2-methylpropoxy)-4H,5H,6H-cyclopenta[c]thiophene FC1C(C=2C(=C(SC2S(=O)(=O)C)OCC(C)C)C1)(OC)OC